N(C(=O)N)CCNC1=CC=C(C=C1)[N+](=O)[O-] 1-(2'-ureidoethyl)amino-4-nitrobenzene